dimethyltetradecyl[3-(trimethoxysilyl)propyl]ammonium chloride [Cl-].C[N+](CCC[Si](OC)(OC)OC)(CCCCCCCCCCCCCC)C